COC(=O)C=1OC(=CC1NC(C1=C(C=C(C=C1)C(F)(F)F)S(=O)(=O)CC)=O)C(C)(C)C N-[2-methoxycarbonyl-5-(tert-butyl)furan-3-yl]-2-(ethylsulfonyl)-4-(trifluoromethyl)benzamide